ClC=1C=C(C=CC1)[C@@H](CO)NC(=O)C=1OC=C(N1)C1=NC(=NC=C1C)NC1=C(C=CC=C1)N(C)C (S)-N-(1-(3-chlorophenyl)-2-hydroxyethyl)-4-(2-((2-(dimethylamino)phenyl)amino)-5-methylpyrimidin-4-yl)oxazole-2-carboxamide